ClC=1C=C(C=CC1Cl)C=1N=C(SC1SC(C)C)N1N=C(C(=C1C(=O)O)C=1C=NC=NC1)C 1-(4-(3,4-dichlorophenyl)-5-(isopropylthio)thiazol-2-yl)-3-methyl-4-(pyrimidin-5-yl)-1H-pyrazole-5-carboxylic acid